C(C)NC(C1=NC(=C(C=C1)N1CCN(CC1)CC1=CC(=C2CN(C(NC2=C1)=O)CC)F)C)=O N-ethyl-5-(4-((3-ethyl-5-fluoro-2-oxo-1,2,3,4-tetrahydroquinazolin-7-yl)methyl)piperazin-1-yl)-6-methylpicolinamide